FN(C(C(C(C(C(C(C(C(C(C(C(F)(F)F)(F)F)(F)F)(F)F)(F)F)(F)F)(F)F)(F)F)(F)F)(F)F)(F)F)F perfluoroundecylamine